1-pyridin-3-ylurea N1=CC(=CC=C1)NC(=O)N